FC(OC1=CC(=C(C=C1)N1C(N([C@H](C1)C#N)C1=CN=CC2=CC=CC=C12)=O)F)F (R)-1-(4-(difluoromethoxy)-2-fluorophenyl)-3-(isoquinolin-4-yl)-2-oxoimidazolidine-4-carbonitrile